BrC1=CC(=C2C(NC(=NC2=C1F)OC[C@]12CCCN2C[C@@H](C1)F)=O)O[C@H]1[C@H](CCC1)NC 7-bromo-8-fluoro-2-(((2R,7aS)-2-fluorotetrahydro-1H-pyrrolizin-7a(5H)-yl)methoxy)-5-(((1R,2S)-2-(methylamino)cyclopentyl)oxy)quinazolin-4(3H)-one